C(CCCCCCCCC)#N Decannitril